C(=O)O.N1N=NN=C1CC(=O)N1CCC2(C[C@@H](OC2=O)CCN2CCN(CC2)C2=CC=C(C=C2)F)CC1 (R)-8-(2-(1H-tetrazol-5-yl)acetyl)-3-(2-(4-(4-fluorophenyl)piperazin-1-yl)ethyl)-2-oxa-8-azaspiro[4.5]decan-1-one formate